(4aR,8aS)-6-[3-[[3-(Trifluoromethoxy)phenyl]methoxy]azetidine-1-carbonyl]-4,4a,5,7,8,8a-hexahydropyrido[4,3-b][1,4]oxazin-3-one FC(OC=1C=C(C=CC1)COC1CN(C1)C(=O)N1C[C@@H]2[C@@H](OCC(N2)=O)CC1)(F)F